5-fluorobenzofuran-4-carboxamide FC1=CC=C2C(C=CO2)=C1C(=O)N